COC(=O)C=1OC2=CC=CC=C2C(C1)=O Methyl-4-oxo-4H-chromen-2-carboxylat